5-(3,5-difluorophenoxy)-1H-indazole FC=1C=C(OC=2C=C3C=NNC3=CC2)C=C(C1)F